FC=C[SiH3] fluorovinyl-silane